butyl-4-hydroxy-3-isopropyl-pyrazol C(CCC)C1=C(C(=NN1)C(C)C)O